2-methyl-4-[N-(2-chloro-4-fluorophenyl)amino]-5-[2-trifluoromethyl-4-(phenoxy)phenyl]-6-methylpyrimidine CC1=NC(=C(C(=N1)NC1=C(C=C(C=C1)F)Cl)C1=C(C=C(C=C1)OC1=CC=CC=C1)C(F)(F)F)C